N,N-dihydroxyethyl-acetamide aluminium [Al].ON(C(CCC)=O)O